2-((2-aminoethyl)amino)ethylsulfonic acid NCCNCCS(=O)(=O)O